4-[5-(aminomethyl)pyrimidin-2-yl]-3-(6-cyclopentyloxypyridazin-4-yl)oxybenzonitrile NCC=1C=NC(=NC1)C1=C(C=C(C#N)C=C1)OC1=CN=NC(=C1)OC1CCCC1